N-(3,5-difluorophenyl)methyl-4-(1,7-diaza-7-spiro[4.4]nonyl)-5-(3,5-difluorophenyl)nicotinamide FC=1C=C(C=C(C1)F)CNC(C1=CN=CC(=C1N1CC2(CCCN2)CC1)C1=CC(=CC(=C1)F)F)=O